N[C@@H]1C[C@@H](CC1)NC=1C=2N(N=CC1C(=NC1=C(C=CC(=C1)F)Cl)N)C=C(C2)C2=C(C=CC(=C2)O)C 4-[[(1R,3S)-3-aminocyclopentyl]amino]-N'-(2-chloro-5-fluoro-phenyl)-6-(5-hydroxy-2-methyl-phenyl)pyrrolo[1,2-b]pyridazine-3-carboxamidine